FC(C=1N(C(C=2NC(=NC2N1)C=1C=NN(C1)CC=1C=C(C(=O)O)C=CC1)=O)CC)F 3-[4-(2-Difluoromethyl-1-ethyl-6-oxo-6,7-dihydro-1H-purin-8-yl)-pyrazol-1-ylmethyl]-benzoic acid